C(=O)C1CC(C1)OC=1C=C2C(=NC=NN2C1)C1=CC(=C(CNC(OC(C)(C)C)=O)C=C1)C tert-butyl (4-(6-(3-formylcyclobutoxy)pyrrolo[2,1-f][1,2,4]triazin-4-yl)-2-methylbenzyl)carbamate